C(C)C1=CC=C(C=C1)N1N=C(N(C1=O)CC1=CC(=C(OC(C(=O)O)(C)C)C(=C1)C)C)C 2-(4-((1-(4-ethylphenyl)-3-methyl-5-oxo-1,5-dihydro-4H-1,2,4-triazol-4-yl)methyl)-2,6-dimethylphenoxy)-2-methylpropanoic acid